ethyl 4-((tert-butoxycarbonyl)amino)tetrahydro-2H-pyran-2-carboxylate C(C)(C)(C)OC(=O)NC1CC(OCC1)C(=O)OCC